acetamidoethylsulfonic acid C(C)(=O)NCCS(=O)(=O)O